ClC1=CC(=C(C=C1)C1=NC(=NC2=NC(=C(N=C12)C)C)C1CC(OCC1)C=1C=NN(C1)C1CC1)F 4-(4-chloro-2-fluorophenyl)-2-(2-(1-cyclopropyl-1H-pyrazol-4-yl)tetrahydro-2H-pyran-4-yl)-6,7-dimethylpteridine